(2-(2-isopropylphenyl)-4-(4-(methylsulfonyl)benzyl)piperazin-1-yl)-7-azaspiro[3.5]Nonane C(C)(C)C1=C(C=CC=C1)C1N(CCN(C1)CC1=CC=C(C=C1)S(=O)(=O)C)C1CCC12CCNCC2